CC1=C(C(=O)N[C@H](C)C2=CC=CC3=CC=CC=C23)C=C(C=C1)NC1CCN(CC1)C (R)-2-methyl-5-((1-methylpiperidin-4-yl)amino)-N-(1-(naphthalen-1-yl)ethyl)benzamide